C(C1=CC=CC=C1)N1CC=2C(CC1)=C(N(N2)C2=NC=C(C=C2)C(F)(F)F)O 6-benzyl-2-(5-(trifluoromethyl)pyridin-2-yl)-4,5,6,7-tetrahydro-2H-pyrazolo[3,4-c]pyridin-3-ol